D-alanine-methacrylamide C(C(=C)C)(=O)N.N[C@H](C)C(=O)O